C(C)(C)(C)OC(N[C@H]1C(N(CCC1)C1=C(C=C(C=C1)Br)F)=O)=O (R)-(1-(4-bromo-2-fluorophenyl)-2-oxopiperidin-3-yl)carbamic acid tert-butyl ester